OCCC1=CC(=NC=N1)O 6-(2-hydroxyethyl)pyrimidin-4-ol